5-amino-2-(2-vinylbenzyl)-2H-tetrazole NC=1N=NN(N1)CC1=C(C=CC=C1)C=C